N-[[diethoxy(methyl)silyl]methyl]aniline C(C)O[Si](C)(OCC)CNC1=CC=CC=C1